1-methoxy-methyl-tris(dimethylamino)tin COC[Sn](N(C)C)(N(C)C)N(C)C